OC1=C(C(=O)C2=CC=CC=C2)C=CC=C1 2-hydroxybenzophenone